2-morpholinopropyl (1-hydroxy-7-methyl-1,3-dihydrobenzo[c][1,2]oxaborole-6-carbonyl)-L-valinate OB1OCC2=C1C(=C(C=C2)C(=O)N[C@@H](C(C)C)C(=O)OCC(C)N2CCOCC2)C